4-((2-((4-cyanophenyl)amino)-7-(pyridine-2-ylmethyl)-6,7,8,9-tetrahydro-5H-pyrimido[4,5-d]azepine-4-yl)oxy)-3,5-dimethylbenzonitrile C(#N)C1=CC=C(C=C1)NC=1N=C(C2=C(CCN(CC2)CC2=NC=CC=C2)N1)OC1=C(C=C(C#N)C=C1C)C